NCC1CCC(CC1)N1C2=NC(=NC=C2N=C1NC1=CC(=CC=C1)C(F)(F)F)NC(C)(C)CC 9-((1s,4s)-4-(aminomethyl)cyclohexyl)-N2-tert-amyl-N8-(3-(trifluoromethyl)phenyl)-9H-purine-2,8-diamine